OC[C@@](C([C@H](CC(C)C)NC([C@H](CC1=CC=CC=C1)NC([C@H](CC(C)C)NC([C@H](CCC1=CC=CC=C1)NC(CN1CCOCC1)=O)=O)=O)=O)=O)(C)O (S)-N-((S)-1-(((2R,4S)-1,2-dihydroxy-2,6-dimethyl-3-oxoheptan-4-yl)amino)-1-oxo-3-phenylpropan-2-yl)-4-methyl-2-((S)-2-(2-morpholinoacetamido)-4-phenylbutanamido)pentanamide